3-((4-((2-(cyclopropylamino)-4-phenylthiazol-5-yl)oxy)pyridin-2-yl)amino)benzamide C1(CC1)NC=1SC(=C(N1)C1=CC=CC=C1)OC1=CC(=NC=C1)NC=1C=C(C(=O)N)C=CC1